ClC1=CC=C(C=C1)NC(C(=O)OC)=O methyl 2-((4-chlorophenyl) amino)-2-oxoacetate